Ethyl (S)-(Z)-3-((3-butyl-3-ethyl-5-(4-fluorophenyl)-7-(methylthio)-1,1-dioxido-2,3,4,5-tetrahydro-1,5-benzothiazepin-8-yl)oxy)-2-fluoroacrylate C(CCC)[C@@]1(CS(C2=C(N(C1)C1=CC=C(C=C1)F)C=C(C(=C2)O\C=C(\C(=O)OCC)/F)SC)(=O)=O)CC